(1S,3R)-3-acetamido-N-(6-chloro-8-(isopropylamino)pyrido[3,4-d]pyrimidin-2-yl)cyclohexane-1-carboxamide C(C)(=O)N[C@H]1C[C@H](CCC1)C(=O)NC=1N=CC2=C(N1)C(=NC(=C2)Cl)NC(C)C